NC1=NC=CC=C1C1=NC=2C(=NC(=CC2)N2CC(N(CCC2)C)=O)N1C1=CC=C(CN2CCN(CC2)C2=NC(=NC=C2)C#N)C=C1 4-(4-(4-(2-(2-aminopyridin-3-yl)-5-(4-methyl-3-oxo-1,4-diazepan-1-yl)-3H-imidazo[4,5-b]pyridin-3-yl)benzyl)piperazin-1-yl)pyrimidine-2-carbonitrile